N-(4-fluoro-3-(trifluoromethyl)phenyl)-3-(5-(5-(2-hydroxypropan-2-yl)-1,2,4-oxadiazol-3-yl)-2-methoxybenzamido)-6-(trifluoromethyl)benzo[b]thiophene-2-carboxamide FC1=C(C=C(C=C1)NC(=O)C1=C(C2=C(S1)C=C(C=C2)C(F)(F)F)NC(C2=C(C=CC(=C2)C2=NOC(=N2)C(C)(C)O)OC)=O)C(F)(F)F